FC(C[C@@H](C(=O)NC1=NC=CC(=C1)C1=C(C=2C(N(C=C(C2N1)CC(F)(F)F)C)=O)C1=CC=C(C=C1)F)C1=CC=C(C=C1)F)F (2R)-4,4-difluoro-2-(4-fluorophenyl)-N-{4-[3-(4-fluorophenyl)-5-methyl-4-oxo-7-(2,2,2-trifluoroethyl)-4,5-dihydro-1H-pyrrolo[3,2-c]pyridin-2-yl]pyridin-2-yl}butanamide